3-bromo-N-[4-[[5-[1-(2-hydroxy-2-methyl-propyl)-4-methyl-indazol-5-yl]-2,6-naphthyridin-3-yl]amino]phenyl]benzenesulfonamide BrC=1C=C(C=CC1)S(=O)(=O)NC1=CC=C(C=C1)NC=1N=CC2=CC=NC(=C2C1)C=1C(=C2C=NN(C2=CC1)CC(C)(C)O)C